1-(6-(4-(4-fluorobenzyl)piperidine-1-carbonyl)-3,4-dihydroquinolin-1(2H)-yl)ethan-1-one tert-butyl-4-[3-(hydroxymethyl)cyclobutoxy]piperidine-1-carboxylate C(C)(C)(C)OC(=O)N1CCC(CC1)OC1CC(C1)CO.FC1=CC=C(CC2CCN(CC2)C(=O)C=2C=C3CCCN(C3=CC2)C(C)=O)C=C1